4-amino-1-methyl-N-(1-oxoisoindolin-2-yl)-N-[[5-(trifluoromethyl)-2-pyridyl]methyl]pyrazolo[4,3-c]quinoline-8-carboxamide NC1=NC=2C=CC(=CC2C2=C1C=NN2C)C(=O)N(CC2=NC=C(C=C2)C(F)(F)F)N2C(C1=CC=CC=C1C2)=O